(2R,4r,6S)-tert-Butyl 4-(2-((trans)-4-(3-(4-cyano-3-(trifluoromethyl)phenyl)-5,5-dimethyl-4-oxo-2-thioxoimidazolidin-1-yl)cyclohexyl)ethoxy)-2,6-dimethylpiperidine-1-carboxylate C(#N)C1=C(C=C(C=C1)N1C(N(C(C1=O)(C)C)[C@@H]1CC[C@H](CC1)CCOC1C[C@H](N([C@H](C1)C)C(=O)OC(C)(C)C)C)=S)C(F)(F)F